CC1=C(C(=CC(=C1)C)C)NC(CCCC)C(CCCC)NC1=C(C=C(C=C1C)C)C N,N'-bis(2,4,6-trimethylphenyl)decane-5,6-diamine